4-isobutyryloxy-N-ethyl-N-methyltryptamine C(C(C)C)(=O)OC=1C=CC=C2NC=C(CCN(C)CC)C12